FC1=C(C(=CC=C1)OC)C(F)(F)F 1-fluoro-3-methoxy-2-(trifluoromethyl)benzene